2-((2-fluoro-4-(trifluoromethoxy)phenyl)sulfonyl)-6-((tetrahydro-2H-pyran-4-yl)methyl)-2,6-diazaspiro[3.3]heptane FC1=C(C=CC(=C1)OC(F)(F)F)S(=O)(=O)N1CC2(C1)CN(C2)CC2CCOCC2